(S)-3-((3-amino-5-(4-amino-2-oxa-8-azaspiro[4.5]decan-8-yl)pyrazin-2-yl)thio)-2-chloro-N-(phenylsulfonyl)benzamide NC=1C(=NC=C(N1)N1CCC2([C@@H](COC2)N)CC1)SC=1C(=C(C(=O)NS(=O)(=O)C2=CC=CC=C2)C=CC1)Cl